ClC1=NC=CC2=C1C(=CN2)C2=CC(=CC(=C2)OC2=CC=C(C=C2)C(F)(F)F)C 4-chloro-3-{3-methyl-5-[4-(trifluoromethyl)phenoxy]phenyl}-1H-pyrrolo[3,2-c]pyridine